C(C)(C)(C)OC(=O)N1CC(CC1)(OC)C=1C(N(C2=NC=CC(=C2C1)Cl)C)=O 3-(5-Chloro-1-methyl-2-oxo-1,2-dihydro-1,8-naphthyridin-3-yl)-3-methoxypyrrolidine-1-carboxylic acid tertiary Butyl ester